1-(5-fluoro-1H-indol-3-yl)-3-((1s,4s)-4-((5-(trifluoromethyl)pyridin-2-yl)oxy)cyclohexyl)urea FC=1C=C2C(=CNC2=CC1)NC(=O)NC1CCC(CC1)OC1=NC=C(C=C1)C(F)(F)F